FC(C1=CC=C(C=C1)N1CC(NC2=CC=CC=C12)=O)(F)F 4-(4-(trifluoromethyl)phenyl)-3,4-dihydroquinoxalin-2(1H)-one